O[C@H]1[C@@H]([C@@H]2[C@@H](OC[C@H](CC2)C2=CC=C(C(=O)O)C=C2)C1)\C=C\[C@H](COC1=CC=CC=C1)O 4-{(3R,5aR,6R,7R,8aS)-7-hydroxy-6-[(1E,3R)-3-hydroxy-4-phenoxy-1-buten-1-yl]octahydro-2H-cyclopenta[b]oxepin-3-yl}benzoic acid